COC1(C(C1)C(F)(F)F)C(=O)NC methoxy-N-methyl-2-(trifluoromethyl)cyclopropanecarboxamide